5'-(2-(4-([1,1'-biphenyl]-3-yl)-6-phenyl-1,3,5-triazin-2-yl)phenyl)spiro[cyclohexane-1,9'-fluorene]-2'-carbonitrile C1(=CC(=CC=C1)C1=NC(=NC(=N1)C1=CC=CC=C1)C1=C(C=CC=C1)C1=C2C=3C=CC(=CC3C3(C2=CC=C1)CCCCC3)C#N)C3=CC=CC=C3